NC1=CC=CC(=N1)S(=O)(=O)NC1=NC(=C(C=C1)Cl)C1=C(C=CC=C1)C(C)(F)F 6-amino-N-(5-chloro-6-(2-(1,1-difluoroethyl)phenyl)pyridin-2-yl)pyridine-2-sulfonamide